P(Cl)(Cl)OC(COC(CC(F)(F)F)(F)F)COC(CC(F)(F)F)(F)F 1,3-bis(pentafluoropropoxy)-2-propanol dichlorophosphite